C1=CC=CC=2C3=CC=CC=C3C(C12)COC(=O)N[C@H](C(=O)O)CCC1(C(SC2=C1C=CC=C2)F)C (2S)-2-(9H-fluoren-9-ylmethoxycarbonylamino)-4-(2-fluoro-3-methyl-benzothiophen-3-yl)butanoic acid